O=C1NC(CCC1N1C(C2=CC=CC(=C2C1=O)CN1CCC(CC1)C1=NOC2=C1C=CC(=C2)F)=O)=O 2-(2,6-dioxopiperidin-3-yl)-4-((4-(6-fluorobenzo[d]isoxazol-3-yl)piperidin-1-yl)methyl)isoindoline-1,3-dione